(S)-3-(3-(4-hydroxy-1,5-dimethyl-2-oxo-1,2-dihydropyridin-3-yl)ureido)-3-(2'-(trifluoromethoxy)biphenyl-3-yl)propanoic acid OC1=C(C(N(C=C1C)C)=O)NC(N[C@@H](CC(=O)O)C=1C=C(C=CC1)C1=C(C=CC=C1)OC(F)(F)F)=O